OCCN[C@@H](CC(=O)N)C(=O)N |r| hydroxyethyl-DL-aspartamide